C(C)(C)(C)OC(=O)N1C[C@H]([C@H](C1)F)N(C)C (3R,4S)-3-(dimethylamino)-4-fluoropyrrolidine-1-carboxylic acid tert-butyl ester